N1=C(C=CC=C1)C=1C=NC=C(C1)/C(=C/C=1C=C(C(=O)N[C@@H]2[C@H](CCCC2)O)C=CC1F)/F 3-[(Z)-2-([2,3'-bipyridin]-5'-yl)-2-fluoroethenyl]-4-fluoro-N-[(1S,2S)-2-hydroxycyclohexyl]benzamide